2-(2,2,2-trifluoroethyl)aniline FC(CC1=C(N)C=CC=C1)(F)F